ethyl (E)-3-(5-amino-2-chloropyridin-4-yl)acrylate NC=1C(=CC(=NC1)Cl)/C=C/C(=O)OCC